1-[5-({4-[(2S)-2-({8-[1-methyl-3-(trifluoromethyl)-1H-pyrazol-4-yl]quinazolin-4-yl}amino)propyl]piperazin-1-yl}sulfonyl)-2,3-dihydro-1H-indol-1-yl]ethan-1-one CN1N=C(C(=C1)C=1C=CC=C2C(=NC=NC12)N[C@H](CN1CCN(CC1)S(=O)(=O)C=1C=C2CCN(C2=CC1)C(C)=O)C)C(F)(F)F